C(C)(C)(C)OC(N(C1=CN=C(S1)N1CCCCC1)C(C1=CC(=C(C(=C1)F)OCC1=CC=CC=C1)C1OCC(CO1)(C)C)=O)=O 4-(benzyloxy)-3-(5,5-dimethyl-1,3-dioxan-2-yl)-5-fluorobenzoyl-(2-(piperidine-1-yl)thiazol-5-yl)carbamic acid tert-butyl ester